6-amino-6'-fluoro-N-{(1S,2S)-2-[(4-{(1R*,2S*)-2-fluoro-1-[4-(2-hydroxyethyl)piperazin-1-yl]-2,3-dihydro-1H-inden-5-yl}phenyl)methoxy]cyclopentyl}[3,3'-bipyridine]-5-carboxamide NC1=C(C=C(C=N1)C=1C=NC(=CC1)F)C(=O)N[C@@H]1[C@H](CCC1)OCC1=CC=C(C=C1)C=1C=C2C[C@@H]([C@@H](C2=CC1)N1CCN(CC1)CCO)F |o1:34,35|